2,6-dimethyl-4-[5-(trifluoromethyl)pyrimidin-2-yl]piperazine-1-carboxamide CC1N(C(CN(C1)C1=NC=C(C=N1)C(F)(F)F)C)C(=O)N